(2-chloro-2-(3-(cyclopropylmethoxy)-4-(difluoromethoxy)phenyl)pent-3-yn-1-yl)-2,6-dimethylpyridin-4(1H)-one ClC(CN1C(=CC(C=C1C)=O)C)(C#CC)C1=CC(=C(C=C1)OC(F)F)OCC1CC1